2-((2R,5S)-2-(2-((dimethylamino)methyl)benzo[d]thiazol-5-yl)-5-methylpiperidin-1-yl)-2-oxo-N-(1H-pyrazolo[4,3-c]pyridin-7-yl)acetamide CN(C)CC=1SC2=C(N1)C=C(C=C2)[C@@H]2N(C[C@H](CC2)C)C(C(=O)NC=2C1=C(C=NC2)C=NN1)=O